CCCC(CCCCCCCCC)=O Tridecan-4-one